N1=CNCC2=CC(=CC=C12)S(=O)(=O)N 3,4-dihydroquinazoline-6-sulfonamide